(3-((4-methoxybenzyl)oxy)-1-(tetrahydro-2H-pyran-2-yl)-1H-pyrazol-4-yl)methanamine COC1=CC=C(COC2=NN(C=C2CN)C2OCCCC2)C=C1